ClC=1C(N(C(=CC1O)C)C1=CC=NC=C1C)=O chloro-4-hydroxy-5',6-dimethyl-2H-[1,4'-bipyridin]-2-one